C(C)(C)(C)C1=CC2=C(C3=CC(=CC=C3C=C2C=C1)C(C)(C)C)C1=CC=C(N1)C1=NN(C=C1)C1=CC(=CC(=C1)C)C 3-(5-(2,7-di-tert-butylanthracen-9-yl)-1H-pyrrol-2-yl)-1-(3,5-dimethylphenyl)-1H-pyrazole